4-((2-(cyclopropylmethyl)-4-methyl-1,2,3,4-tetrahydroisoquinolin-7-yl)(methyl)amino)benzonitrile hydrochloride Cl.C1(CC1)CN1CC2=CC(=CC=C2C(C1)C)N(C1=CC=C(C#N)C=C1)C